4-fluoro-N-(5-(3-methylcinnolin-6-yl)thiazol-2-yl)tetrahydro-2H-pyran-4-carboxamide FC1(CCOCC1)C(=O)NC=1SC(=CN1)C=1C=C2C=C(N=NC2=CC1)C